N,N'-diallyl-1,3-propanediamine dihydrochloride Cl.Cl.C(C=C)NCCCNCC=C